BrC=1C=C(C=CC1)NC(=O)NC1=CC(=CC(=C1)Cl)Cl 1-(3-bromophenyl)-3-(3,5-dichlorophenyl)urea